O=S1(CC2=C(C1)C=C(C=C2)NC=2N=CC1=C(N2)N(C(C(=C1)OC)=O)[C@H]1[C@](CCC1)(C)O)=O 2-((2,2-dioxo-1,3-dihydrobenzo[c]thiophen-5-yl)amino)-8-((1R,2R)-2-hydroxy-2-methylcyclopentyl)-6-methoxypyrido[2,3-d]pyrimidin-7(8H)-one